2-{2-[(1H-1,3-Benzodiazol-2-ylmethyl)amino]ethyl}-N-[(3-fluoropyridin-2-yl)methyl]-5-(trifluoromethyl)-1,3-thiazole-4-carboxamide N1C(=NC2=C1C=CC=C2)CNCCC=2SC(=C(N2)C(=O)NCC2=NC=CC=C2F)C(F)(F)F